N=1C(C=CC=C2C1C=CC=C2)=O benzazepineOne